2-(2-hydroxyethylsulfonamido)-N-((1-methyl-1H-pyrrol-2-yl)methyl)thiazole-4-carboxamide OCCS(=O)(=O)NC=1SC=C(N1)C(=O)NCC=1N(C=CC1)C